CSCCNC1=NC=CC=C1 N-(2-methylsulfanylethyl)pyridine-2-amine